BrCCC(C)(OC)OC 1-Bromo-3,3-dimethoxybutane